4-((1-(4-(2-(2-Aminopyridin-3-yl)-5-phenyl-3H-imidazo[4,5-b]pyridin-3-yl)benzyl)piperidin-4-yl)(methyl-d3)amino)-1,3,5-triazine-2-carbonitrile NC1=NC=CC=C1C1=NC=2C(=NC(=CC2)C2=CC=CC=C2)N1C1=CC=C(CN2CCC(CC2)N(C2=NC(=NC=N2)C#N)C([2H])([2H])[2H])C=C1